4-((6-(methoxycarbonyl)-1,3-benzodiazol-1-yl)methyl)phenylboronic acid trifluoroacetate FC(C(=O)O)(F)F.COC(=O)C=1C=CC2=C(N(C=N2)CC2=CC=C(C=C2)B(O)O)C1